C(C)(C)N1CC2N(CC1)CCNC2 2-isopropyl-octahydro-2H-pyrazino[1,2-a]pyrazin